fluoro-8-{2-methanesulfinyl-8-methyl-4-[(2R)-2-methylazetidin-1-yl]-5-oxopyrano[4,3-d]pyrimidin-7-yl}-6-(methoxymethoxy)naphthalene-1-carbonitrile FC1=C(C2=C(C=C(C=C2C=C1)OCOC)C1=C(C=2N=C(N=C(C2C(O1)=O)N1[C@@H](CC1)C)S(=O)C)C)C#N